FC(C(=O)O)(F)F.CN(CCCOC1=CC=C(C=N1)C1=CC=C(C=C1)NC1=NC=C(C(=N1)NC=1C=CC2=C(NC(O2)=O)C1)C)C 5-(2-(4-(6-(3-(dimethylamino)propoxy)pyridin-3-yl)phenylamino)-5-methylpyrimidin-4-ylamino)benzo[d]oxazol-2(3H)-one trifluoroacetate salt